2-ethyl-2-adamantyl methacrylate C(C(=C)C)(=O)OC1(C2CC3CC(CC1C3)C2)CC